ClC1=CC(=C(C=C1)CC=1C(=C(C=NC1)CC1=C(C(=NC=C1)NS(=O)(=O)NC)F)C)F {[4-({5-[(4-chloro-2-fluorophenyl)methyl]-4-methylpyridin-3-yl}methyl)-3-fluoropyridin-2-yl]sulfamoyl}(methyl)amine